N-[(3R)-7-[(3aS,6aS)-3a-methoxy-octahydropyrrolo[3,4-c]pyrrol-2-yl]-3,4-dihydro-2H-1-benzopyran-3-yl]-3-amino-6-methylthieno[2,3-b]pyridine-2-carboxamide CO[C@@]12[C@@H](CNC1)CN(C2)C2=CC1=C(C[C@H](CO1)NC(=O)C1=C(C=3C(=NC(=CC3)C)S1)N)C=C2